cis-isopropylcarbamate C(C)(C)NC([O-])=O